OC[C@H](C)N(C(OCC1=CC=CC=C1)=O)CC(C)=O Benzyl (S)-(1-hydroxypropan-2-yl)(2-oxopropyl)carbamate